C(C)(C)(C)[Si]1(OC[C@@H]2[C@@H](O1)[C@H]([C@@H](O2)CCCNC(CCCCCCCCCCCCCCCCCCCCC)=O)OC)C(C)(C)C N-(3-((4aR,6S,7S,7aR)-2,2-di-tert-butyl-7-methoxytetrahydro-4H-furo[3,2-d][1,3,2]dioxasilin-6-yl)propyl)docosanamide